C(#N)C(C(=O)OC(C)(C)C)C1=CC=C(C=C1)[N+](=O)[O-] tert-butyl 2-cyano-2-(4-nitrophenyl)acetate